CC1=NN(C(=C1)C)C1=NN(C(C=C1)=O)C1C(CN(CC1)C1=C(C=C2C(=N1)CCOC2)C#N)F 2-[4-[3-(3,5-dimethylpyrazol-1-yl)-6-oxopyridazin-1-yl]-3-fluoropiperidin-1-yl]-7,8-dihydro-5H-pyrano[4,3-b]pyridine-3-carbonitrile